C1(=CC=CC=C1)S(=O)(=O)N1C(=CC2=CC(=CC=C12)OCCCN1CCCCC1)C(=O)OCC ethyl 1-(phenylsulfonyl)-5-(3-(piperidin-1-yl)propoxy)-1H-indole-2-carboxylate